C(C)(C)(C)OC(=O)NC[C@H](C(=O)O)C(C)C (R)-2-(((tert-butoxycarbonyl)amino)methyl)-3-methylbutyric acid